C(=CC1=C(C=C(C=C1)NC1=NC(=NC(=N1)N(CC)CC)NC1=C(C=CC(=C1)S(=O)(=O)[O-])S(=O)(=O)[O-])S(=O)(=O)[O-])C1=C(C=C(C=C1)NC1=NC(=NC(=N1)N(CC)CC)NC1=C(C=CC(=C1)S(=O)(=O)[O-])S(=O)(=O)[O-])S(=O)(=O)[O-] 2,2'-[vinylenebis[(3-sulphonato-4,1-phenylene)imino[6-(diethylamino)-1,3,5-triazin-4,2-diyl]imino]]bis-(benzene-1,4-disulfonate)